C1(=CC=CC=C1)N(P(O)(O)=O)C1=CC=CC=C1.P(OCC1=CC=CC=C1)(OCC1=CC=CC=C1)(=O)N dibenzyl phosphoramidate (diphenyl phosphoramidate)